ClC1=C(C=C2C(=C(N(C2=C1F)C)C1=NNC(=N1)C(F)(F)F)C=1C=NNC1)OC 6-chloro-7-fluoro-5-methoxy-1-methyl-3-(1H-pyrazol-4-yl)-2-(5-(trifluoromethyl)-1H-1,2,4-triazol-3-yl)-1H-indole